(S or R)-N-(2,4-dimethoxybenzyl)-9-fluoro-8-methoxy-2-(2-(methylsulfonyl)propyl)-[1,2,4]triazolo[1,5-c]quinazolin-5-amine COC1=C(CNC2=NC=3C=C(C(=CC3C=3N2N=C(N3)C[C@H](C)S(=O)(=O)C)F)OC)C=CC(=C1)OC |o1:20|